[2-(5-Isopropyl-1H-pyrazole-3-carbonyl)-2,6-diazaspiro[3.3]heptan-6-yl]-[1-(2,2,2-trifluoroethyl)pyrazol-3-yl]methanone C(C)(C)C1=CC(=NN1)C(=O)N1CC2(C1)CN(C2)C(=O)C2=NN(C=C2)CC(F)(F)F